5-(METHYLAMINO)-2-PYRIDINECARBOXALDEHYDE CNC=1C=CC(=NC1)C=O